C(C(C(CCC)([2H])[2H])([2H])[2H])([2H])([2H])OC1=NSN=C1C=1CN(CCC1)C([2H])([2H])[2H] 3-((hexyl-1,1,2,2,3,3-d6)oxy)-4-(1-(methyl-d3)-1,2,5,6-tetrahydropyridin-3-yl)-1,2,5-thiadiazole